OC(CCCC)C1=C(C(=O)[O-])C=CC=C1.[K+] potassium 2-(1-hydroxypentyl)-benzoate